C(C1=CC=CC=C1)(=O)NNCCS(=O)(=O)N(CCC)C#C 2-(2-benzoylhydrazino)-N-ethynyl-N-propylethanesulfonamide